bis(3,4-dichlorophenyl) [({[(2R,3S,4R,5R)-5-{2-chloro-6-[cyclopentyl(methyl)amino]-9H-purin-9-yl}-3,4-dihydroxyoxolan-2-yl]methoxy}(3,4-dichlorophenoxy)phosphoryl)methyl]phosphonate ClC1=NC(=C2N=CN(C2=N1)[C@H]1[C@@H]([C@@H]([C@H](O1)COP(=O)(OC1=CC(=C(C=C1)Cl)Cl)CP(OC1=CC(=C(C=C1)Cl)Cl)(OC1=CC(=C(C=C1)Cl)Cl)=O)O)O)N(C)C1CCCC1